O(F)F.[Nd] Neodymium oxyfluoride